FC1=CC(=C(C=C1C1=CCCN(C1)C1=NC=C(C=N1)C=O)NC(=O)C1=CNC(C=C1C(F)(F)F)=O)N1C[C@H](N([C@H](C1)C)C)C N-[4-fluoro-5-[1-(5-formylpyrimidin-2-yl)-3,6-dihydro-2H-pyridin-5-yl]-2-[(3R,5S)-3,4,5-trimethylpiperazin-1-yl]phenyl]-6-oxo-4-(trifluoromethyl)-1H-pyridine-3-carboxamide